heptadecan-9-yl 8-(8-((3-hexylnonyl)oxy)-8-oxooctyl)-((2-hydroxyethyl)amino)octanoate C(CCCCC)C(CCOC(CCCCCCCCCCCCCC(C(=O)OC(CCCCCCCC)CCCCCCCC)NCCO)=O)CCCCCC